BrC1=C(C=C2C(=NC(=NC2=C1OC1CC1)Cl)N1CCN(CC1)C(=O)OC(C)(C)C)OC tert-butyl 4-(7-bromo-2-chloro-8-cyclopropoxy-6-methoxyquinazolin-4-yl)piperazin-1-carboxylate